NC1=CC=C(C=C1)CCN(C(=O)NCCC1=CC=C(C=C1)N)C(=O)OC(C)(C)C 1,3-bis[2-(p-aminophenyl)ethyl]-1-tert-butoxycarbonylurea